BrCCCCCCCCC1=C(C=C(C(=C1)OC)OC)C 1-(8-bromooctyl)-4,5-dimethoxy-2-methylbenzene